FC=1C=C(C=NC1)C1=C(N=C(C2=CC3=C(C=C12)C=NN3C(C(C)O)=O)OC3CN(C3)C([C@H](C)O)=O)C3CCOCC3 1-[5-(5-fluoro-3-pyridinyl)-8-[1-[(2S)-2-hydroxypropionyl]azetidin-3-yl]oxy-6-tetrahydropyran-4-yl-pyrazolo[4,3-g]isoquinolin-1-yl]-2-hydroxy-propan-1-one